4-((2S,4R)-1-acetyl-4-((4-chlorophenyl)amino)-2-methyl-1,2,3,4-tetrahydroquinolin-6-yl)-N-(17-amino-3,6,9,12,15-pentaoxaheptadecyl)benzamide hydrochloride Cl.C(C)(=O)N1[C@H](C[C@H](C2=CC(=CC=C12)C1=CC=C(C(=O)NCCOCCOCCOCCOCCOCCN)C=C1)NC1=CC=C(C=C1)Cl)C